1-(5-Butoxy-2-fluoro-phenyl)-2-(5-methyl-1,3,4-oxadiazol-2-yl)ethanol C(CCC)OC=1C=CC(=C(C1)C(CC=1OC(=NN1)C)O)F